tert-butyl 4-(5-amino-2-(3-ethoxy-3-oxopropyl)phenoxy)butanoate NC=1C=CC(=C(OCCCC(=O)OC(C)(C)C)C1)CCC(=O)OCC